tris(tributoxysiloxy)methylsilane Methyl-7-(dimethylamino)pyrazolo[1,5-a]pyrimidine-3-carboxylate COC(=O)C=1C=NN2C1N=CC=C2N(C)C.C(CCC)O[Si](OC(O[Si](OCCCC)(OCCCC)OCCCC)(O[Si](OCCCC)(OCCCC)OCCCC)[SiH3])(OCCCC)OCCCC